Tert-butyl 4-(6-((2-fluoro-4-nicotinoylbenzyl)oxy)pyridin-2-yl)piperidine-1-carboxylate FC1=C(COC2=CC=CC(=N2)C2CCN(CC2)C(=O)OC(C)(C)C)C=CC(=C1)C(C1=CN=CC=C1)=O